(Z)-1-(2-cyano-4-(1-(4-(trifluoromethoxy)phenyl)-1H-1,2,4-triazol-3-yl)phenyl)-3-(3-(5-(dimethylamino)-2-propylphenyl)-4-oxothiazolidin-2-ylidene)urea C(#N)C1=C(C=CC(=C1)C1=NN(C=N1)C1=CC=C(C=C1)OC(F)(F)F)NC(=O)\N=C\1/SCC(N1C1=C(C=CC(=C1)N(C)C)CCC)=O